FC(C1=CC2=C(SC(=C2)C(N[C@H]2CCC[C@@H]3N(C2=O)[C@@H](CC3)C(=O)N3CC(C3)C=3C=NC=CC3C(C)C)=O)C=C1)P(O)(O)=O (fluoro(2-(((3S,6S,9aS)-3-(3-(4-isopropylpyridin-3-yl)azetidine-1-carbonyl)-5-oxooctahydro-1H-pyrrolo[1,2-a]azepin-6-yl)carbamoyl)benzo[b]thiophen-5-yl)methyl)phosphonic acid